CN1C=C(C2=CC=CC=C12)CN1CCC2(C(CN(C2)CCC2=CC=CC=C2)C(=O)OC)CC1 methyl 8-((1-methyl-1H-indol-3-yl)methyl)-2-phenethyl-2,8-diazaspiro[4.5]decane-4-carboxylate